(R/S)-7-(((tert-butyldimethylsilyl)oxy)methyl)-3-formyl-5,7-dihydro-6H-pyrrolo[3,4-B]pyridine-6-carboxylic acid tert-butyl ester C(C)(C)(C)OC(=O)N1[C@H](C2=NC=C(C=C2C1)C=O)CO[Si](C)(C)C(C)(C)C |r|